7-(cyclopropylethynyl)-1-methyl-2-oxo-2,3,4,5-tetrahydro-1H-benzo[b]azepine C1(CC1)C#CC1=CC2=C(N(C(CCC2)=O)C)C=C1